5-(N-(6-(2-((7-amino-2-(furan-2-yl)-[1,2,4]triazolo[1,5-a]pyrimidin-5-yl)amino)ethyl)pyridin-3-yl)sulfamoyl)-3-chloro-2-hydroxybenzamide NC1=CC(=NC=2N1N=C(N2)C=2OC=CC2)NCCC2=CC=C(C=N2)NS(=O)(=O)C=2C=C(C(=C(C(=O)N)C2)O)Cl